NC1CN(C1)C=1C=C2C(=NC(=NC2=C2C1OCC2)C)N[C@H](C)C2=C(C(=CC=C2)C(F)F)F (R)-6-(3-Aminoazetidin-1-yl)-N-(1-(3-(difluoromethyl)-2-fluorophenyl)ethyl)-2-methyl-8,9-dihydrofuro[2,3-h]quinazolin-4-amine